((1-(cyanomethyl)cyclopropyl)methyl)-1H-benzo[d]imidazole-6-carboxylic acid C(#N)CC1(CC1)CN1C=NC2=C1C=C(C=C2)C(=O)O